OC1=CC(=CC(=C1C1=CC(=CC=C1)C)OP1(OCCC(O1)C1=CC=CC=C1)=O)CCCCC 2-((6-hydroxy-3'-methyl-4-pentyl-[1,1'-biphenyl]-2-yl)oxy)-4-phenyl-1,3,2-dioxaphosphinane 2-oxide